2,3-dimethyl-mono-cyanoethyl-aniline CC1=C(NCCC#N)C=CC=C1C